O1S(NCC2=C1C=CC=C2)(=O)=O 3,4-dihydrobenzo[e][1,2,3]oxathiazine 2,2-dioxide